CN1N=C(C=C1C=1C=CC(=NC1)NC(=O)NC1=NC(=CC=C1)C1=NN=CN1C(C)C)C 1-(5-(1,3-dimethyl-1H-pyrazol-5-yl)pyridin-2-yl)-3-(6-(4-isopropyl-4H-1,2,4-triazol-3-yl)pyridin-2-yl)urea